FC1=C(C#N)C=C(C(=C1)C=1C=NC(=NC1)C(F)(F)F)C=O 2-fluoro-5-formyl-4-(2-(trifluoromethyl)pyrimidin-5-yl)benzonitrile